N-benzyl-8-(3,4-dimethoxyphenyl)-2,7-dimethyl-pyrazolo[1,5-a][1,3,5]triazin-4-amine C(C1=CC=CC=C1)NC1=NC(=NC=2N1N=C(C2C2=CC(=C(C=C2)OC)OC)C)C